N-iso-Pentyl-4-(4-(oxetan-3-yl)piperazin-1-yl)-1H-benzo[d]imidazole-1-carboxamide C(CC(C)C)NC(=O)N1C=NC2=C1C=CC=C2N2CCN(CC2)C2COC2